FC=1C(=C(C=NC1)[C@H]1N(OCC1)C(=O)C1CCN(CC1)C1=NC=CC(=N1)C#N)C (S)-2-(4-(3-(5-fluoro-4-methylpyridin-3-yl)isoxazolidin-2-carbonyl)piperidin-1-yl)pyrimidine-4-carbonitrile